(2S)-5-cyclobutoxy-1-cyclopropanecarbonyl-6-{1-[(3R*,4S*)-4-fluoropiperidin-3-yl]-1H-pyrazol-4-yl}-2-methyl-1,2,3,4-tetrahydroquinoline C1(CCC1)OC1=C2CC[C@@H](N(C2=CC=C1C=1C=NN(C1)[C@@H]1CNCC[C@@H]1F)C(=O)C1CC1)C |o1:20,25|